methyltris(2-methoxyethoxy)silane C[Si](OCCOC)(OCCOC)OCCOC